C(=O)(O)CCCCC(=O)NC1=C2C(=C3N=C4C=CC(C=C4OC3=C1)=[N+](CC)CC)C=CC=C2 N-(5-(5-Carboxypentanamido)-9H-benzo[a]phenoxazin-9-ylidene)-N-ethylethanaminium